(Z)-6,10-dimethylundeca-5,9-dien-2-yl acetate C(C)(=O)OC(C)CC\C=C(/CCC=C(C)C)\C